BrC1=C2CCNCC2=C(C=C1)C1=NC=CC=N1 5-bromo-8-(pyrimidin-2-yl)-1,2,3,4-tetrahydroisoquinoline